C1(=CC(=CC=C1)C#N)C1=CC=CC=C1 [1,1'-biphenyl]-3-formonitrile